C[C@H]1[C@@H]([C@H]([C@H]([C@@H](O1)O)O[C@H]2[C@@H]([C@H]([C@@H]([C@H](O2)CO)O)O)NC(=O)C)O)O The molecule is an amino disaccharide consisting of alpha-L-rhamnose having an N-acetyl beta-D-glucosaminyl residue attached at the 2-position. It is an amino disaccharide and a glycosylrhamnose derivative.